C(C)OC(=O)[C@@]1(C(N(CCC1)C(C1=CC=CC=C1)=O)=O)CC=CC=1OC=CC1 (R)-3-(3-(furan-2-yl)allyl)-1-benzoyl-2-oxopiperidine-3-carboxylic acid ethyl ester